potassium carbonylpropionate C(=O)=C(C(=O)[O-])C.[K+]